(R)-2-methyl-N-((S)-1-(4-(4-methylthiazol-5-yl)phenyl)hex-5-en-1-yl)propane-2-sulfinamide CC(C)(C)[S@@](=O)N[C@@H](CCCC=C)C1=CC=C(C=C1)C1=C(N=CS1)C